4-(2-(4,5-dichloro-6-oxopyridazin-1(6H)-yl)acetamido)-2-(N,N-dimethylsulfamoyl)benzoic acid ClC=1C=NN(C(C1Cl)=O)CC(=O)NC1=CC(=C(C(=O)O)C=C1)S(N(C)C)(=O)=O